(2R,3R,11bR)-3-(tert-butoxy)-9-((3-fluorobicyclo[1.1.1]pentan-1-yl)methoxy)-10-methoxy-1,3,4,6,7,11b-hexahydro-2H-pyrido[2,1-a]isoquinolin-2-ol C(C)(C)(C)O[C@H]1[C@@H](C[C@H]2N(CCC3=CC(=C(C=C23)OC)OCC23CC(C2)(C3)F)C1)O